BrC1=CC2=C(N=C(N=C2N[C@H](C)C2=C(C(=CC=C2)C(C(C)(O[Si](CC)(CC)CC)C)(F)F)F)C)C=N1 6-bromo-N-[(1R)-1-(3-{1,1-difluoro-2-methyl-2-[(triethylsilyl)oxy]propyl}-2-fluorophenyl)ethyl]-2-methylpyrido[3,4-d]pyrimidin-4-amine